BrCC1(CC1)C(=O)OC methyl 1-(bromomethyl)cyclopropane-1-carboxylate